N-(4-(4-(cyclopropylsulfonamido)-2-(trifluoromethyl)phenyl)-1H-pyrrolo[2,3-b]pyridin-6-yl)cyclopropylcarboxamide C1(CC1)S(=O)(=O)NC1=CC(=C(C=C1)C1=C2C(=NC(=C1)NC(=O)C1CC1)NC=C2)C(F)(F)F